BrC1=CC=C(C=C1)C(=O)N1C[C@H]([C@@H](CC1)N1CC2=CC=CC=C2CC1)O (4-bromophenyl)((3R,4R)-4-(3,4-dihydroisoquinolin-2(1H)-yl)-3-hydroxypiperidin-1-yl)methanone